(R)-N-(2-(4-Cyanothiazolidin-3-yl)-2-oxoethyl)-6-(2-phenyl-1H-imidazol-1-yl)-quinoline-4-carboxamide C(#N)[C@H]1N(CSC1)C(CNC(=O)C1=CC=NC2=CC=C(C=C12)N1C(=NC=C1)C1=CC=CC=C1)=O